1,1-hexanediol C(CCCCC)(O)O